4-[3-(4-[3-Cyano-4-methoxypyrazolo[1,5-a]pyridin-6-yl]-5-methylpyrazol-1-yl)azetidin-1-yl]-2,2-dimethyl-pyrrolidine-1-carbonitrile C(#N)C=1C=NN2C1C(=CC(=C2)C=2C=NN(C2C)C2CN(C2)C2CC(N(C2)C#N)(C)C)OC